(5-amino-7-methoxyimidazo[1,2-c]quinazolin-2-yl)((3R,4R)-3,4-difluoropyrrolidin-1-yl)methanone NC1=NC=2C(=CC=CC2C=2N1C=C(N2)C(=O)N2C[C@H]([C@@H](C2)F)F)OC